BrC1=NN(C(=C1)C(=O)ON1C(CCC1=O)=O)C1=NC=CC=C1Cl 2,5-dioxopyrrolin-1-yl 3-bromo-1-(3-chloropyridin-2-yl)-1H-pyrazole-5-carboxylate